C(CC)C(C(=O)N)=C propyl-acrylamide